OC(C(=O)N1CCC(=CC1)C1=CC=C(C=C1)NC(OC1=CC=CC=C1)=O)(C)C phenyl (4-(1-(2-hydroxy-2-methylpropanoyl)-1,2,3,6-tetrahydropyridin-4-yl)phenyl)carbamate